(1-cyclohexylethyl)-2-oxo-2,3-dihydro-1H-benzo[d]imidazole-1-carboxylic acid tert-butyl ester C(C)(C)(C)OC(=O)N1C(N(C2=C1C=CC=C2)C(C)C2CCCCC2)=O